COC(C1=CC=C(C=C1)C1=C(N(C2=CC=CC(=C12)OCC1=CC=CC=C1)C1=CC=C(C=C1)F)C=1CN(CC1)C(C)=O)=O 4-[2-(1-acetyl-2,5-dihydropyrrol-3-yl)-4-benzyloxy-1-(4-fluorophenyl)indol-3-yl]benzoic acid methyl ester